(3S)-3-(2-methylthiazol-4-yl)isoxazolidine-2-carboxylic acid tert-butyl ester C(C)(C)(C)OC(=O)N1OCC[C@H]1C=1N=C(SC1)C